6-(methacryloyloxy)hexane C(C(=C)C)(=O)OCCCCCC